(1r,3s)-3-(5-amino-1-(tert-butyl)-1H-pyrazol-3-yl)cyclopentanol behenyl-lactyllactate C(CCCCCCCCCCCCCCCCCCCCC)CC(C(=O)O[C@H]1C[C@H](CC1)C1=NN(C(=C1)N)C(C)(C)C)(O)C(C(O)C)=O